ClC=1C=C(C=CC1Cl)C=1N=C(SC1SC(C)C)N1N=C(C(=C1C(=O)O)C=1C(=NOC1C)COC)C 1-(4-(3,4-dichlorophenyl)-5-(isopropylsulfanyl)thiazol-2-yl)-4-(3-(methoxymethyl)-5-methylisoxazol-4-yl)-3-methyl-1H-pyrazole-5-carboxylic acid